4-[5-({[4-(aminomethyl)phenyl]methyl}sulfanyl)-4-methyl-1-(thiophene-2-carbonyl)-1H-pyrazol-3-yl]-1-(morpholine-4-carbonyl)piperidin-3-one NCC1=CC=C(C=C1)CSC1=C(C(=NN1C(=O)C=1SC=CC1)C1C(CN(CC1)C(=O)N1CCOCC1)=O)C